C(C)(C)OC1=CC=2N(C=C1C(NC=1C(N(C=CC1)[C@@H]1[C@@H](C1)F)=O)=O)C=C(N2)C2CCN(CC2)C(=O)OC(C)(C)C tert-butyl 4-[7-isopropoxy-6-[[2-oxo-1-[(1S,2R)-2-fluorocyclopropyl]-3-pyridyl]carbamoyl]imidazo[1,2-a]pyridin-2-yl]piperidine-1-carboxylate